C(CCC)C1(C2=CC(=CC=C2C=2C=CC(=CC12)NC(=O)[C@H]1N(CCC1)C([C@@H](C1=CC=CC=C1)NC(OC)=O)=O)NC(=O)[C@H]1N(CCC1)C([C@@H](C1=CC=CC=C1)NC(OC)=O)=O)CCCC dimethyl ((1R,1'R)-((2S,2'S)-(((9,9-dibutyl-9H-fluorene-2,7-diyl)bis(azanediyl))bis(carbonyl))bis(pyrrolidine-2,1-diyl))bis(2-oxo-1-phenylethane-2,1-diyl))dicarbamate